NC1=CC=C(C=N1)N1N=CC(=C1C(F)(F)F)C(=O)NC=1C=NC(=C(C1)C#N)N1N=CC=N1 1-(6-aminopyridin-3-yl)-N-(5-cyano-6-(2H-1,2,3-triazol-2-yl)pyridin-3-yl)-5-(trifluoromethyl)-1H-pyrazole-4-carboxamide